tert-butyl N-[(1R)-2-[[4-(7-chloro-2-oxo-indolin-5-yl)-5-methoxy-1-methyl-pyrazol-3-yl] methoxy]-1-methyl-ethyl]-N-methyl-carbamate ClC=1C=C(C=C2CC(NC12)=O)C=1C(=NN(C1OC)C)COC[C@@H](C)N(C(OC(C)(C)C)=O)C